(s)-camphorsulphonic acid [C@]12(C(=O)CC(CC1)C2(C)C)CS(=O)(=O)O